NC1=CC=C2[C@@H](C3[C@@H](C4[C@@H](C(=C(C([C@]4(C(=C3C(C2=C1O)=O)O)O)=O)C(=O)N)O)N(C)C)O)C (4S,5S,6R,12aS)-9-amino-4-(dimethylamino)-3,5,10,12,12a-pentahydroxy-6-methyl-1,11-dioxo-4a,5,5a,6-tetrahydro-4H-tetracene-2-carboxamide